octahydro-1'h-spiro[cyclobutane-1,2'-quinoxaline] N1C2(CNC3CCCCC13)CCC2